2-oxo-1,2,5,6-tetrahydropyridine-3-thiocarboxamide O=C1NCCC=C1C(N)=S